BrNCCS(=O)(=O)O N-bromotaurine